ClC1=C(C=C(C=C1)C(=O)N1CCC2(CC1)CCNCC2)N2C(NC(CC2)=O)=O 1-(2-chloro-5-(3,9-diazaspiro[5.5]undec-3-carbonyl)phenyl)dihydropyrimidine-2,4(1H,3H)-dione